7-hydroxy-4-oxo-4H-chromene-2-carboxylic acid ethyl ester C(C)OC(=O)C=1OC2=CC(=CC=C2C(C1)=O)O